ethyl-(R)-2-methylene-5-oxotetrahydro-1H-pyrrolizine C(C)[C@@H]1C(CN2C(CCC12)=O)=C